(S)-tert-butyl 4-(1-(2,2-difluoroethyl)-7-(methylthio)-2-oxo-1,2-dihydropyrimido[4,5-d]pyrimidin-3(4H)-yl)-3,4-dihydroquinoline-1(2H)-carboxylate FC(CN1C(N(CC=2C1=NC(=NC2)SC)[C@H]2CCN(C1=CC=CC=C21)C(=O)OC(C)(C)C)=O)F